NC1=NN2C(N=CC=C2)=C1C(=O)NC(C)C=1C=C(C=2N(C1N1CCS(CC1)(=O)=N)C=NC2)Cl 2-Amino-N-(1-[8-chloro-5-(1-imino-1-oxidothiomorpholin-4-yl)imidazo[1,5-a]pyridin-6-yl]ethyl)pyrazolo[1,5-a]pyrimidine-3-carboxamide